C(#N)C1=CC=C(CN2N=C(C3=CC=CC=C23)NC(=O)C=2N=NC=CC2)C=C1 N-(1-(4-cyanobenzyl)-1H-indazol-3-yl)pyridazine-3-carboxamide